1-(piperazine-1-yl)ethan-1-one N1(CCNCC1)C(C)=O